3,6-dibromobenzene-1,2,4,5-tetracarboxylic acid BrC1=C(C(=C(C(=C1C(=O)O)C(=O)O)Br)C(=O)O)C(=O)O